6-(4-methoxy-6-morpholino-1H-benzo[d]imidazol-2-yl)-2-methyl-7-((1-(pyrimidin-2-yl)ethyl)amino)-2,4-dihydro-5H-pyrazolo[4,3-b]pyridin-5-one COC1=CC(=CC=2NC(=NC21)C2=C(C=1C(NC2=O)=CN(N1)C)NC(C)C1=NC=CC=N1)N1CCOCC1